2-(4-((3-(4,4-Difluoropiperidin-1-yl)-5-methylphenyl)amino)-5-(6-azaspiro[2.5]octan-6-yl)quinazolin-7-yl)propan-2-ol FC1(CCN(CC1)C=1C=C(C=C(C1)C)NC1=NC=NC2=CC(=CC(=C12)N1CCC2(CC2)CC1)C(C)(C)O)F